C(C)(C)C=1C(=NNC1C=1C=C(C=2N(C1)N=CN2)C)C=2C=NC(=CC2)C2CCN(CC2)C 6-(4-isopropyl-3-(6-(1-methylpiperidin-4-yl)pyridin-3-yl)-1H-pyrazol-5-yl)-8-methyl-[1,2,4]triazolo[1,5-a]pyridine